NC1=NNC(=C1C)C1=C(OC[C@@H]2CN(CCC2)C(=O)OC(C)(C)C)C=CC=C1OC tert-butyl (3S)-3-[[2-(3-amino-4-methyl-1H-pyrazol-5-yl)-3-methoxy-phenoxy]methyl]piperidine-1-carboxylate